C(C12C(C=CC=C1)O2)(=O)O benzoic acid oxide